bis[4-(vinyloxymethyl) cyclohexylmethyl] glutarate C(CCCC(=O)OCC1CCC(CC1)COC=C)(=O)OCC1CCC(CC1)COC=C